beta-ribose peracetate C(C)(=O)OO.O[C@H]1[C@H](O)[C@H](O)[C@H](O1)CO